(S)-N1-(4-methyl-5-(2-methyl-1-oxo-1,2,3,4-tetrahydroisoquinolin-6-yl)thiazol-2-yl)pyrrolidine-1,2-dicarboxamide 1,3-dimethyl-4,5-dihydro-1H-pyrazol-5-yl-triflate CN1N=C(CC1OS(=O)(=O)C(F)(F)F)C.CC=1N=C(SC1C=1C=C2CCN(C(C2=CC1)=O)C)NC(=O)N1[C@@H](CCC1)C(=O)N